sodium 2,4-diaminobutyrate NC(C(=O)[O-])CCN.[Na+]